C(C)(C)(C)C1CCN(CC1)C(=O)C1(CCCC1)SC=1C=C2C=CN(C2=CC1)C 5-((1-(4-(tert-butyl)piperidine-1-carbonyl)cyclopentyl)sulfanyl)-1-methyl-1H-indole